(4-methylphenyl)borane CC1=CC=C(C=C1)B